C(#N)C1CC2(C1)C[C@H](N(CC2)CC2=C1C=CNC1=C(C=C2OC)C)C2=CC=C(C(=O)NC1(COC1)C(=O)O)C=C2 3-(4-((2R,4s,6S)-2-cyano-7-((5-methoxy-7-methyl-1H-indol-4-yl)methyl)-7-azaspiro[3.5]nonan-6-yl)benzamido)oxetane-3-carboxylic acid